(E)-5-(3-(6-((3-(6-((2,6-Dioxopiperidin-3-yl)carbamoyl)pyridin-2-yl)allyl)carbamoyl)pyridin-3-yl)isoquinolin-8-yl)-7-isopropyl-N-methyl-1H-indole-3-carboxamide O=C1NC(CCC1NC(=O)C1=CC=CC(=N1)/C=C/CNC(=O)C1=CC=C(C=N1)C=1N=CC2=C(C=CC=C2C1)C=1C=C2C(=CNC2=C(C1)C(C)C)C(=O)NC)=O